(trans)-4-phenylcyclohexan-1-amine C1(=CC=CC=C1)[C@@H]1CC[C@H](CC1)N